ClC1=C(C=C(C=C1)Cl)OC 1,4-dichloro-2-methoxybenzene